C(C)(C)C=1N=C(C2=CC3=C(C=C2C1C1=CC(=NC=C1)C)C=NN3)N=S(=O)(C3=CC=CC=C3)C ((6-isopropyl-5-(2-methylpyridin-4-yl)-1H-pyrazolo[4,3-g]isoquinolin-8-yl)imino)(methyl)(phenyl)-λ6-sulfanone